2-[6-amino-5-[3-[4-(piperazin-1-ylmethyl)phenoxy]azetidin-1-yl]pyridazin-3-yl]phenol NC1=C(C=C(N=N1)C1=C(C=CC=C1)O)N1CC(C1)OC1=CC=C(C=C1)CN1CCNCC1